ClC1=NC=C(C(=C1)C1=C(C=NC(=C1)C)C(=O)NC=1SC2=C(N1)CN(C2)C(=O)C2=NC=C(N=C2OC)C(F)F)OC 2'-chloro-N-(5-(5-(difluoromethyl)-3-methoxypyrazine-2-carbonyl)-5,6-dihydro-4H-pyrrolo[3,4-d]thiazol-2-yl)-5'-methoxy-6-methyl-[4,4'-bipyridine]-3-carboxamide